N1,N2-dimethyl-N1-((4-(1-(m-tolyl)piperidin-4-yl)-1H-indazol-5-yl)methyl)ethane-1,2-diamine CN(CCNC)CC=1C(=C2C=NNC2=CC1)C1CCN(CC1)C=1C=C(C=CC1)C